COC([C@@H](N(C)C(=O)Cl)C(C)C)=O N-(chlorocarbonyl)-N-methyl-L-valine methyl ester